(3-(5-(2,3-dichlorophenyl)-4-cyano-6-methylpyrimidin-2-yl)-3-azabicyclo[3.1.0]hex-6-yl)carbamic acid tert-butyl ester C(C)(C)(C)OC(NC1C2CN(CC12)C1=NC(=C(C(=N1)C#N)C1=C(C(=CC=C1)Cl)Cl)C)=O